3,3-difluoro-N-[2-fluoro-4-(2-[[(3S,5S)-5-fluoro-3-piperidyl]-amino]-8-isopropyl-7-oxo-pteridin-6-yl)phenyl]butane-1-sulfonamide FC(CCS(=O)(=O)NC1=C(C=C(C=C1)C1=NC=2C=NC(=NC2N(C1=O)C(C)C)N[C@@H]1CNC[C@H](C1)F)F)(C)F